14-(4-hydroxy-4-(trifluoromethyl)piperidine-1-carboxamido)tetradecanoic acid OC1(CCN(CC1)C(=O)NCCCCCCCCCCCCCC(=O)O)C(F)(F)F